C(CCCCCCCC)OCOCCCC(CC(C)[Mg]Br)C 6-nonyloxymethoxy-1,3-dimethylhexylmagnesium bromide